N-((1S,2S)-2-acrylamidocyclopentyl)-5-(2-methyl-4-phenoxyphenyl)-4-oxo-4,5-dihydro-3H-1-thia-3,5,8-triazaacenaphthylene-2-carboxamide C(C=C)(=O)N[C@@H]1[C@H](CCC1)NC(=O)C=1SC=2N=CC=C3N(C(NC1C23)=O)C2=C(C=C(C=C2)OC2=CC=CC=C2)C